ClC1=CC(=C(S1)C1=CC=C(C(=N1)C)OC1CCCCC1)CO (1S,3S)-3-((6-(5-Chloro-3-(hydroxymethyl)thiophen-2-yl)-2-methylpyridin-3-yl)oxy)cyclohexane